Cl.CN1N=CC(=C1)C1=CC(=NC=C1)CN (4-(1-methyl-1H-pyrazol-4-yl)pyridin-2-yl)methanamine HCl salt